2-methyl-2-(1-methyl-2-oxo-1,2-dihydropyridin-3-yl)propanoic acid CC(C(=O)O)(C)C=1C(N(C=CC1)C)=O